2-(3-(methylamino)propyl)benzonitrile CNCCCC1=C(C#N)C=CC=C1